CC1=NC(=CC=C1OC[C@@H]1[C@H](CCCC1)C(=O)O)C1=C(C(=NO1)C)NC1=NC(=CN=C1)CCC (1S,2S)-2-(((2-methyl-6-(3-methyl-4-((6-propylpyrazin-2-yl)amino)isoxazol-5-yl)pyridin-3-yl)oxy)methyl)cyclohexane-1-carboxylic acid